3-((5'-bromo-2'-(2-trityl-2H-tetrazol-5-yl)-[1,1'-biphenyl]-4-yl)methyl)-2-butyl-1,3-diazaspiro[4.4]non-1-en-4-one BrC=1C=CC(=C(C1)C1=CC=C(C=C1)CN1C(=NC2(C1=O)CCCC2)CCCC)C=2N=NN(N2)C(C2=CC=CC=C2)(C2=CC=CC=C2)C2=CC=CC=C2